2-(2-chlorophenyl)-7-(6,7,8-trifluoroisoquinolin-4-yl)-5,7-diazaspiro[3.4]octane-6,8-dione ClC1=C(C=CC=C1)C1CC2(C1)NC(N(C2=O)C2=CN=CC1=C(C(=C(C=C21)F)F)F)=O